(n-propylcyclopentadienyl)tris(dimethylamino)titanium C(CC)C1(C=CC=C1)[Ti](N(C)C)(N(C)C)N(C)C